methyl 2-(cis-3-methyl-6-picolinoyl-6-azabicyclo[3.1.1]heptan-1-yl)-2-oxoacetate CC=1C=NC(=CC1)C(=O)C1C2(NC(CC1)C2)C(C(=O)OC)=O